Cl.CN(C)CC1CN(CCC1(O)C1=CC(=CC=C1)OC)S(=O)(=O)C[C@@]12C(C[C@@H](CC1)C2(C)C)O 3-((Dimethylamino)methyl)-1-((((1S,4R)-2-hydroxy-7,7-dimethylbicyclo[2.2.1]hept-1-yl)methyl)sulfonyl)-4-(3-methoxyphenyl)piperidin-4-ol hydrochloride